ethyl 2-(4-(((2-methoxyethoxy)carbonyl)amino)piperidin-1-yl)thiazole-4-carboxylate COCCOC(=O)NC1CCN(CC1)C=1SC=C(N1)C(=O)OCC